C(=C=O)C(=O)C(C(/C=C/C=1C=C(OC)C(=CC1)O)=O)C(=O)\C=C\C1=CC=C(O)C(OC)=C1 mono-ketenemono-carbonyl-curcumin